C(C)(C)(C)OC(=O)N1N=C(C=2C1=CN=CC2C2=C(C(=CC=C2)C=O)C)C=2C=NN(C2)C (3-formyl-2-methylphenyl)-3-(1-methyl-1H-pyrazol-4-yl)-1H-pyrazolo[3,4-c]pyridine-1-carboxylic acid tert-butyl ester